BrC1=C(NC(=C1Br)C)C=O 3,4-DIBROMO-5-METHYL-2-PYRROLECARBOXALDEHYDE